3-(4-Cyclopropyl-6-methoxypyrimidin-5-yl)-1-(methyl-d3)-5-(5-(1-methyl-4-(trifluoromethyl)-1H-imidazol-2-yl)pyridin-2-yl)-4,5,6,7-tetrahydro-1H-pyrazolo[4,3-c]pyridine C1(CC1)C1=NC=NC(=C1C1=NN(C2=C1CN(CC2)C2=NC=C(C=C2)C=2N(C=C(N2)C(F)(F)F)C)C([2H])([2H])[2H])OC